4-[(dimethylamino)methyl]-N-[7-methoxy-4-(1-methyl-1H-pyrazol-4-yl)-1H-1,3-benzodiazol-2-yl]benzamide CN(C)CC1=CC=C(C(=O)NC2=NC3=C(N2)C(=CC=C3C=3C=NN(C3)C)OC)C=C1